OC(CNC1=CC(=C2CN(CC2=C1)C#N)C1=CC=C(C=C1)F)CO 6-((2,3-dihydroxypropyl)amino)-4-(4-fluorophenyl)isoindoline-2-carbonitrile